COC(=O)C1=C(O[Al](OC2=C(C=CC=C2)C(=O)OC)OC2=C(C=CC=C2)C(=O)OC)C=CC=C1 tris[2-(methoxycarbonyl)-phenoxy]aluminum